1-(4-(8-(2-chlorophenyl)quinazolin-2-yl)piperazin-1-yl)prop-2-en-1-one ClC1=C(C=CC=C1)C=1C=CC=C2C=NC(=NC12)N1CCN(CC1)C(C=C)=O